(E)-1-(3-Bromoprop-1-en-1-yl)-2,5-dichloro-4-ethoxybenzene BrC/C=C/C1=C(C=C(C(=C1)Cl)OCC)Cl